8-methyl-7-(3-(6-methyl-2,3-dihydro-4H-benzo[b][1,4]oxazin-4-yl)-7,8-dihydro-1,6-naphthyridin-6(5H)-yl)-4H-pyrimido[1,2-b]pyridazin-4-one CC1=CC=2N(N=C1N1CC=3C=C(C=NC3CC1)N1C3=C(OCC1)C=CC(=C3)C)C(C=CN2)=O